FC(C1=CC2=C(NC(N2)=O)C=C1)(F)F 5-trifluoromethyl-1,3-dihydrobenzimidazol-2-one